CC1=C(C=C(C(=O)OC)C=C1)\C=C\C1=CC=CC=C1 methyl trans-4-methyl-3-styrylbenzoate